6-fluoro-7-{3-[(5-methyl-1-propyl-1H-pyrazol-3-yl)carbamoyl]azetidin-1-yl}-4-oxo-1-(1,3-thiazol-2-yl)-1,4-dihydro-1,8-naphthyridine-3-carboxylic acid FC=1C=C2C(C(=CN(C2=NC1N1CC(C1)C(NC1=NN(C(=C1)C)CCC)=O)C=1SC=CN1)C(=O)O)=O